bromo-2-chloro-7H-pyrrolo[2,3-d]pyrimidine BrC=1C2=C(N=C(N1)Cl)NC=C2